BrC=1C=C2[C@]3(CN(C(C2=CC1)=O)CC(=O)O)[C@H](C3)Cl 2-((1r,2s)-6'-bromo-2-chloro-1'-oxo-1'H-spiro[cyclopropane-1,4'-isoquinolin]-2'(3'H)-yl)acetic acid